2-(2,3,4,6,7,8,9,10-octahydropyrimido[1,2-a]azepin-1-ium-1-yl)1-(3-(trimethoxysilyl)propoxy)ethanolate [N+]=1(CCCN2C1CCCCC2)CC([O-])OCCC[Si](OC)(OC)OC